NC1=C(C=C(C=N1)C1=NN2C(=C1)C1(CN(CC1)C(=O)N[C@H](C)C1=NC=CC=C1C#N)OCC2)C(F)(F)F 2-[6-amino-5-(trifluoromethyl)pyridin-3-yl]-N-[(1R)-1-(3-cyanopyridin-2-yl)ethyl]-6,7-dihydrospiro[pyrazolo[5,1-c][1,4]oxazine-4,3'-pyrrolidine]-1'-carboxamide